tert-butyl ((3-(2,4-dioxotetrahydropyrimidin-1(2H)-yl)-2-methylquinolin-6-yl)methyl)carbamate O=C1N(CCC(N1)=O)C=1C(=NC2=CC=C(C=C2C1)CNC(OC(C)(C)C)=O)C